7H-purine-6-carboxylic acid methyl ester COC(=O)C1=C2NC=NC2=NC=N1